BrC1=CC=C(C=C1)C(C)N1N=CC2=CC(=CC(=C12)C(=O)NC1C(CC12CCC2)C(=O)O)Cl (1-(1-(4-Bromophenyl)ethyl)-5-chloro-1H-indazole-7-carboxamido)spiro[3.3]heptane-2-carboxylic acid